COC(=O)[C@@H]1C(NC[C@H]1C=1C=CC2=C(CCO2)C1)=O |o1:4,8| (3S*,4R*)-4-(2,3-dihydro-benzofuran-5-yl)-2-oxo-pyrrolidine-3-carboxylic acid methyl ester